COC=1C=C2CC[C@@H]([C@@H](C2=CC1)C1=CC=C(C=C1)N1CCC(CC1)CN1[C@H](CCCC1)C(=O)OC)C1=CC=CC=C1 methyl (2R)-1-((1-(4-((1R,2S)-6-methoxy-2-phenyl-1,2,3,4-tetrahydronaphthalen-1-yl)phenyl)piperidin-4-yl)methyl)piperidine-2-carboxylate